ClC=1C=NN(C(C1Cl)=O)C(C(=O)NC1=CC(=C(C=C1)C)S(NCC=1C=NC=CC1)(=O)=O)C 2-(4,5-dichloro-6-oxo-pyridazin-1-yl)-N-[4-methyl-3-(3-pyridylmethylsulfamoyl)phenyl]propanamide